(R)-6-((3-(2,3-dichloro-6-fluorophenyl)pyrrolidin-3-yl)amino)-7-fluoro-3-methylquinazolin-4(3H)-one ClC1=C(C(=CC=C1Cl)F)[C@]1(CNCC1)NC=1C=C2C(N(C=NC2=CC1F)C)=O